C(C)(C)(C)C1=CC(=CC(=C1)F)F 1-tert-butyl-3,5-difluorobenzene